[Li+].C(C)(=O)NC=1N=C2N(N=C(C=C2)C=2C=NC(=C(C(=O)[O-])C2)OC)C1 5-(2-acetamidoimidazo[1,2-b]pyridazin-6-yl)-2-methoxynicotinic acid, lithium salt